C(C)(C)(C)OC(NC/C(=C/F)/C1OC2=C(C1)C=CC=C2)=O.C(=C)C2=CC=C(C=C2)N2CCCC2 1-(4-vinylphenyl)pyrrolidine (Z)-tert-butyl-2-(2,3-dihydrobenzofuran-2-yl)-3-fluoroallylcarbamate